CNCCC(=O)N1CC(C1)NC1=CC=C(C=N1)C#N 6-[[1-[3-(methylamino)propanoyl]azetidin-3-yl]amino]pyridine-3-carbonitrile